OCC(C=1N=C2N(C=C(C=C2)C)C1)NC(=O)C=1C=2C=NNC2C=CC1 N-(2-hydroxy-1-{6-methylimidazo[1,2-a]pyridin-2-yl}ethyl)-1H-indazole-4-carboxamide